BrC=1C(=C(C=CC1)N1CC=2N=C(N=C(C2C1)OC)C=O)Cl 6-(3-bromo-2-chlorophenyl)-4-methoxy-6,7-dihydro-5H-pyrrolo[3,4-d]pyrimidine-2-carbaldehyde